CN1C2CN(C(C1)CC2)CC=2C=CC1=C(C(=NO1)N1C(NC(CC1)=O)=O)C2 1-(5-((5-methyl-2,5-diazabicyclo[2.2.2]octan-2-yl)methyl)benzo[d]isoxazol-3-yl)dihydropyrimidine-2,4(1H,3H)-dione